methyl (S)-5-fluoro-4-(6-(hydroxymethyl)-5-methylpyrazin-2-yl)-2-((1,1,1-trifluoropropan-2-yl)oxy)benzoate FC=1C(=CC(=C(C(=O)OC)C1)O[C@H](C(F)(F)F)C)C1=NC(=C(N=C1)C)CO